4-(4-ethoxystyryl)-3-nitropyridine C(C)OC1=CC=C(C=CC2=C(C=NC=C2)[N+](=O)[O-])C=C1